C1(CC1)C1=NC2=C([C@H](N(C=3C(=NC=CC23)NC2=CC(=NC=C2C(CC([2H])([2H])[2H])=O)NC(=O)C2CC2)C)C)N1C |r| (R/S)-N-(4-((2-cyclopropyl-3,4,5-trimethyl-4,5-dihydro-3H-imidazo[4,5-c][1,7]naphthyridin-6-yl)amino)-5-(propanoyl-3,3,3-d3)pyridin-2-yl)cyclopropanecarboxamide